(R)-5-(2-(3-(2-(1H-imidazol-1-yl)ethyl)-3-(ethoxy-methyl)pyrrolidin-1-yl)propan-2-yl)-2-methylpyridine N1(C=NC=C1)CC[C@]1(CN(CC1)C(C)(C)C=1C=CC(=NC1)C)COCC